6-((1-Ethylpiperidin-3-yl)amino)-3-(2-hydroxy-4-(trifluoromethyl)phenyl)-4-methyl-1,2,4-triazin-5(4H)-on C(C)N1CC(CCC1)NC=1C(N(C(=NN1)C1=C(C=C(C=C1)C(F)(F)F)O)C)=O